OCCNC1=NC(=NC=C1C(=O)N)NC=1C=NN(C1)C 4-((2-hydroxyethyl)amino)-2-((1-methyl-1H-pyrazol-4-yl)amino)pyrimidin-5-carboxamide